FC=1C=C(C=CC1C(NC1=C(C(=CC(=C1)F)B1OC(C(O1)(C)C)(C)C)C)=O)C(C)(C)N(CC(=O)O)C(=O)OC(C)(C)C.C1(=CC=CC=C1)C(=C1C=CC=C1)CCCCC=C 6-phenyl-6-(hex-5-en-1-yl)fulvene 2-(3-Fluoro-4-((5-fluoro-2-methyl-3-(4,4,5,5-tetramethyl-1,3,2-dioxaborolan-2-yl)phenyl)carbamoyl)phenyl)propan-2-yl-(tert-butoxycarbonyl)glycinate